(2S)-2-[[6-amino-9-benzyl-8-oxo-2-(propylsulfonylimino)purine-7-carbonyl]-methyl-amino]propionic acid ethyl ester C(C)OC([C@H](C)N(C)C(=O)N1C(N(C2=NC(NC(=C12)N)=NS(=O)(=O)CCC)CC1=CC=CC=C1)=O)=O